C(C)OC(=O)C=1N=CC=2CN(CCC2C1)C1=CC(=C(C(=C1)F)F)OCCO[Si](C)(C)C(C)(C)C 7-(3-(2-((tert-Butyldimethylsilyl)oxy)ethoxy)-4,5-difluorophenyl)-5,6,7,8-tetrahydro-2,7-naphthyridine-3-carboxylic acid ethyl ester